C(C)(C)(C)OC(=O)N1C[C@H](CC1)NC1=NC=C(C=C1C)S(N(C=1N=CSC1)C(=O)OC(C)(C)C)(=O)=O (S)-3-((5-(N-(tert-Butoxycarbonyl)-N-(thiazol-4-yl)sulfamoyl)-3-methylpyridin-2-yl)amino)pyrrolidine-1-carboxylic acid tert-butyl ester